2,5-di(2-pyridyl)phosphole N1=C(C=CC=C1)C=1PC(=CC1)C1=NC=CC=C1